Cl.B(OC1=CC=C(C=C1)N)(O)O (4-aminophenyl) borate hydrochloride